FC1=CC=C(C(C2=CC=C(C=C2)OC)O)C=C1 4-fluoro-4'-methoxybenzhydrol